(R)-2-((3,5-dicyano-6-(dimethylamino)-4-ethylpyridin-2-yl)sulfanyl)-2-phenylacetamide C(#N)C=1C(=NC(=C(C1CC)C#N)N(C)C)S[C@@H](C(=O)N)C1=CC=CC=C1